[N-](S(=O)(=O)C(F)(F)F)S(=O)(=O)C(F)(F)F.C(CCC)[P+](CCCCCCCCCCCCCC)(CCCC)CCCC (tributyl(tetradecyl)phosphonium) bis(trifluoromethylsulfonyl)imide